6-chloro-4-iodo-1-(2-methylazetidin-1-yl)-2,7-naphthyridine ClC=1C=C2C(=CN=C(C2=CN1)N1C(CC1)C)I